OC=1C(=C(C(=CC1)C)NC(=O)C1=CN=C(S1)NC1=NN(C=C1C)CC(=O)N(C)CCOC)C N-(3-Hydroxy-2,6-dimethylphenyl)-2-((1-(2-((2-methoxyethyl)(methyl)amino)-2-oxoethyl)-4-methyl-1H-pyrazol-3-yl)amino)thiazole-5-carboxamide